5-((2-((4-((3-Chlorobenzyl)amino)butyl)amino)ethyl)amino)benzo[c][2,6]naphthyridine-8-carboxamide ClC=1C=C(CNCCCCNCCNC2=NC3=C(C4=CN=CC=C24)C=CC(=C3)C(=O)N)C=CC1